N-(2-methylphenyl)-5-({2-[(2-methylphenyl)carbamoyl]-1,3-dioxo-2,3-dihydro-1H-inden-5-yl}sulfonyl)-1,3-dioxo-2,3-dihydro-1H-indene-2-carboxamide CC1=C(C=CC=C1)NC(=O)C1C(C2=CC=C(C=C2C1=O)S(=O)(=O)C=1C=C2C(C(C(C2=CC1)=O)C(NC1=C(C=CC=C1)C)=O)=O)=O